(S)-(4-(azetidin-3-yl)morpholin-2-yl)methanol methyl-4-(2-chloro-6-methoxyphenyl)-6-methylnicotinate CC1=C(C(=O)OC[C@@H]2CN(CCO2)C2CNC2)C(=CC(=N1)C)C1=C(C=CC=C1OC)Cl